O1COC2=C1C=CC=C2NS(=O)(=O)C2=CNC1=CC(=CC=C21)F N-(1,3-benzodioxol-4-yl)-6-fluoro-1H-indole-3-sulfonamide